BrC1=CC=C2C=CN=C(C2=C1)OCOCC 7-bromo-1-(ethoxymethoxy)isoquinoline